3-[2-[(E,3R)-5-[3-(benzenesulfonylamino)-2-methylphenyl]-3-hydroxypent-4-enoxy]phenyl]propanoic acid C1(=CC=CC=C1)S(=O)(=O)NC=1C(=C(C=CC1)/C=C/[C@@H](CCOC1=C(C=CC=C1)CCC(=O)O)O)C